Methyl 6-(2-aminoethyl)-5,7-dihydro-4H-thieno[2,3-c]pyridine-2-carboxylate NCCN1CC2=C(CC1)C=C(S2)C(=O)OC